CC1=C(C=C(C(=C1SCC)N)C)N(CC#C)CC1=CC=C(C=C1)F methyl-3-(ethylsulfanyl)-N1-(4-fluorobenzyl)-5-methyl-N1-(prop-2-yn-1-yl)benzene-1,4-diamine